N1CCC(CC1)CN1C[C@@H]2CNC3=NN=C(C=C3N2CC1)C1=C(C=CC=C1)O 2-[(10S)-12-(4-piperidylmethyl)-1,5,6,8,12-pentazatricyclo[8.4.0.02,7]tetradeca-2,4,6-trien-4-yl]phenol